C1(=CC=CC=C1)C1=C(C2=C([Se]C3=C2C=CC=C3)C=C1)C1=NN=NC(=C1C1=CC=CC=C1)C1=CC=CC=C1 (phenyl)[di(phenyl)triazinyl]dibenzoselenophen